3-((2s,4r,6r)-2,6-dimethylpiperidin-4-yl)-5-fluoro-7-methoxycinnoline C[C@@H]1N[C@@H](CC(C1)C=1N=NC2=CC(=CC(=C2C1)F)OC)C